tert-Butyl-7-chloro-3,4-dihydro-2,6-naphthyridine-2(1h)-carboxylate C(C)(C)(C)OC(=O)N1CC2=CC(=NC=C2CC1)Cl